1-(4-(4-(5-(2,6-dichlorophenyl)-4,5-dihydroisoxazol-3-yl)thiazol-2-yl)piperidin-1-yl)-2-((4,6-dimethoxy-1,3,5-triazin-2-yl)oxy)ethan-1-one ClC1=C(C(=CC=C1)Cl)C1CC(=NO1)C=1N=C(SC1)C1CCN(CC1)C(COC1=NC(=NC(=N1)OC)OC)=O